tert-butyl (4-chloro-3-isobutoxypyridin-2-yl)carbamate ClC1=C(C(=NC=C1)NC(OC(C)(C)C)=O)OCC(C)C